(2R)-N-{4-[7-{[(2S)-1,4-Dioxan-2-yl]methoxy}-5-fluoro-3-(pyridin-2-yl)-1H-pyrrolo[3,2-b]pyridin-2-yl]pyridin-2-yl}-4,4-difluoro-2-(4-fluorophenyl)butanamid O1[C@@H](COCC1)COC1=C2C(=NC(=C1)F)C(=C(N2)C2=CC(=NC=C2)NC([C@H](CC(F)F)C2=CC=C(C=C2)F)=O)C2=NC=CC=C2